C[C@H]1N(CCC2=C1C=CS2)C(=O)[O-] (R)-4-methyl-4,5,6,7-tetrahydro-thieno[3,2-c]pyridine-5-carboxylate